BrC1(C(=NC2=CC=CC=C12)SC1=C(C=CC=C1)[N+](=O)[O-])C 3-bromo-3-methyl-2-(2-nitro-phenylmercapto)-3H-indole